C1(CC1)C1=CC(=CC(=N1)N1C=C(C=2C=C(NC2C1=O)C(C1COCC1)O)C#N)C1=C(C=C(C=C1)F)C1=NN=CN1C 6-{6-cyclopropyl-4-[4-fluoro-2-(4-methyl-4H-1,2,4-triazol-3-yl)phenyl]-2-pyridyl}-2-[hydroxy(tetrahydro-3-furyl)methyl]-7-oxo-1,6-dihydro-1,6-diaza-4-indenecarbonitrile